NC1=C(C(=CC(=C1)F)C1CCN(CC1)C(C(F)(F)F)=O)C1=C(C=C(C(=C1)Cl)C(=O)NC1=CC(=NC=C1)C(F)(F)F)F 2'-amino-5-chloro-2,4'-difluoro-6'-(1-(2,2,2-trifluoroacetyl)piperidin-4-yl)-N-(2-(trifluoromethyl)pyridin-4-yl)-[1,1'-biphenyl]-4-carboxamide